methyl N-[5-[6-[(4-cyano-3-methoxy-phenyl)-methyl-carbamoyl] imidazo[1,2-a]pyridin-3-yl]-2-pyridyl]carbamate C(#N)C1=C(C=C(C=C1)N(C(=O)C=1C=CC=2N(C1)C(=CN2)C=2C=CC(=NC2)NC(OC)=O)C)OC